(4aR,8aS)-6-[4-[(4-chloro-2-fluoro-phenoxy)methyl]piperidine-1-carbonyl]-4,4a,5,7,8,8a-hexahydropyrido[4,3-b][1,4]oxazin-3-one ClC1=CC(=C(OCC2CCN(CC2)C(=O)N2C[C@@H]3[C@@H](OCC(N3)=O)CC2)C=C1)F